C(C1=CC=CC=C1)OC[C@H]1CN(CC(O1)=O)C(=O)OC(C)(C)C (R)-tert-butyl 2-((benzyloxy) methyl)-6-oxomorpholine-4-carboxylate